5-[1-(Benzenesulfonyl)-6,7-difluoro-4-(hydroxymethyl)indol-5-yl]oxy-2-fluoro-benzonitrile C1(=CC=CC=C1)S(=O)(=O)N1C=CC2=C(C(=C(C(=C12)F)F)OC=1C=CC(=C(C#N)C1)F)CO